C1(CC1)C1=NN2C(N=C(N=C2N)N2CCOCC2)=C1 cyclopropyl-2-(morpholin-4-yl)pyrazolo[1,5-a][1,3,5]triazin-4-amine